FC1=C(C=C(C(=C1)F)F)C1=C(C=CC=C1)NC(=O)C=1C(=NN(C1F)C)C(F)(F)F (2',4',5'-trifluorobiphenyl-2-yl)-5-fluoro-1-methyl-3-trifluoromethylpyrazol-4-yl-carboxamide